1-(tert-butoxycarbonyl)-3-methyl-1,2,5,6-tetrahydropyridine-2-carboxylic acid C(C)(C)(C)OC(=O)N1C(C(=CCC1)C)C(=O)O